beta-mercaptoethanol, sodium salt [Na].SCCO